4-[(2-fluorophenyl)sulfonyl]-N-[(naphthalen-2-yl)methyl]-1-(thiophene-2-carbonyl)piperazine-2-carboxamide FC1=C(C=CC=C1)S(=O)(=O)N1CC(N(CC1)C(=O)C=1SC=CC1)C(=O)NCC1=CC2=CC=CC=C2C=C1